(3-chloro-4-(3-(trifluoromethyl)isoxazol-5-yl)phenyl)acrylamide ClC=1C=C(C=CC1C1=CC(=NO1)C(F)(F)F)C(C(=O)N)=C